C(C)N1CCC(CC1)N(C=1SC2=C(N1)SC(=N2)C2=C(C=C(C=C2)C=2C=NN(C2)C)O)C 2-{5-[(1-Ethylpiperidin-4-yl)(methyl)amino][1,3]thiazolo[5,4-d][1,3]thiazol-2-yl}-5-(1-methyl-1H-pyrazol-4-yl)phenol